tert-butyl 4-((6-oxo-5-(4-phenylpiperazin-1-yl)pyridazin-1(6H)-yl)methyl)piperidine-1-carboxylate O=C1C(=CC=NN1CC1CCN(CC1)C(=O)OC(C)(C)C)N1CCN(CC1)C1=CC=CC=C1